O1N=C(C2=C1C=CC=C2)C=C2C(NC(S2)=O)=O 5-(benzo[d]isoxazol-3-ylmethylene)thiazolidine-2,4-dione